FC(C=1C=CC2=C(C=NS2)C1)(F)F 5-(trifluoromethyl)benz[d]isothiazole